S(OCCN)(O)(=O)=O beta-aminoethyl bisulfate